CC(C(O)C1=CC=CC=2C3=CC=CC=C3CC12)(C)N1CCOCC1 2-methyl-1-fluorenyl-2-morpholino-1-propanol